(R)-2-((3-Fluoroazetidin-1-yl)methyl)morpholine FC1CN(C1)C[C@H]1CNCCO1